N-[4-chloro-2-[[(1S)-3-(methylamino)-1-[[(3S,5R)-5-methyl-2-oxo-pyrrolidin-3-yl]methyl]-2,3-dioxo-propyl]carbamoyl]phenyl]oxetane-3-carboxamide ClC1=CC(=C(C=C1)NC(=O)C1COC1)C(N[C@H](C(C(=O)NC)=O)C[C@H]1C(N[C@@H](C1)C)=O)=O